tert-butyl N-[(1R,3S)-3-[5-hydroxy-2-(6-hydroxy-2,7-dimethyl-indazol-5-yl)-5H-pyrido[4,3-d]pyrimidin-6-yl]cyclopentyl]carbamate OC1N(C=CC=2N=C(N=CC21)C2=CC1=CN(N=C1C(=C2O)C)C)[C@@H]2C[C@@H](CC2)NC(OC(C)(C)C)=O